FC1=CC2=C(S(C3=C2C=C(C=C3)F)C(F)(F)F)C=C1 2,8-difluoro-S-(trifluoromethyl)dibenzothiophene